CO[C@@H]1CC(N(C1)C(=O)OC(C)(C)C)C(=O)OC 1-(tert-butyl) 2-methyl (4R)-4-methoxypyrrolidine-1,2-dicarboxylate